NC1=NC2=CC=C(C=C2C=C1O[C@@H](C)C1=C(C=C2C=NN(C2=C1)CC(=O)OC(C)(C)C)N1N=CC=C1)F tert-butyl (S)-2-(6-(1-((2-amino-6-fluoroquinolin-3-yl)oxy)ethyl)-5-(1H-pyrazol-1-yl)-1H-indazol-1-yl)acetate